ClC=1C(=C(C=CC1)NC1=NC=NC2=CC(=C(C=C12)NC=1C(C(C1N1[C@@H](CN(CC1)C(=O)OC(C)(C)C)C)=O)=O)OC)F 3-{[4-((3-chloro-2-fluorophenyl)amino)-7-methoxyquinazolin-6-yl]amino}-(R)-4-(4-Boc-2-methylpiperazin-1-yl)cyclobut-3-ene-1,2-dione